N-(2-(4-(3-isopropyl-2-(8-methyl-[1,2,4]triazolo[1,5-a]pyridin-6-yl)-1H-indol-5-yl)piperidin-1-yl)-2-oxoethyl)methanesulfonamide C(C)(C)C1=C(NC2=CC=C(C=C12)C1CCN(CC1)C(CNS(=O)(=O)C)=O)C=1C=C(C=2N(C1)N=CN2)C